N-({4-[6-(4-methylpiperazin-1-yl)pyridine-3-sulfonyl]phenyl}methyl)-1H-pyrrolo[3,2-c]pyridine-2-carboxamide CN1CCN(CC1)C1=CC=C(C=N1)S(=O)(=O)C1=CC=C(C=C1)CNC(=O)C1=CC=2C=NC=CC2N1